ClC1=C(C(=O)NCC(C)(F)F)C=C(C=C1)[N+](=O)[O-] 2-chloro-N-(2,2-difluoropropyl)-5-nitrobenzamide